(Z)-3-methyl-5-methyl-2-hexenoic acid ethyl ester C(C)OC(\C=C(/CC(C)C)\C)=O